2-Amino-N-(4-((3,4-dichloro-2-hydroxy-5-oxo-2,5-dihydro-1H-pyrrol-1-yl)methyl)phenyl)acetamide NCC(=O)NC1=CC=C(C=C1)CN1C(C(=C(C1=O)Cl)Cl)O